C(C)(C)(C)O[C@H]1[C@@H](C[C@H]2N(CCC3=CC(=C(C=C23)OC)OCC2(COC2)C)C1)O (2R,3R,11bR)-3-(tert-butoxy)-10-methoxy-9-((3-methyloxetan-3-yl)methoxy)-1,3,4,6,7,11b-hexahydro-2H-pyrido[2,1-a]isoquinolin-2-ol